(1,3-THIAZOL-2-YL)PYRROLIDINE S1C(=NC=C1)N1CCCC1